ethyl (4S)-4-phenyl-2-(trifluoromethyl)oxazolidine-2-carboxylate C1(=CC=CC=C1)[C@@H]1NC(OC1)(C(=O)OCC)C(F)(F)F